FC(C)(F)C1=CC(=NC=C1)N1N=CC(=C1)S(=O)(=O)NC=1C=CC=C2C(=NN(C12)C([2H])([2H])[2H])[2H] 1-(4-(1,1-difluoroethyl)pyridin-2-yl)-N-(1-(methyl-d3)-1H-indazol-7-yl-3-d)-1H-pyrazole-4-sulfonamide